O1COC2=C1C=CC=C2CNCC2=C(C=NC=C2)N2CCCCC2 1-(1,3-Benzodioxol-4-yl)-N-[[3-(1-piperidinyl)-4-pyridinyl]methyl]methylamine